N-((S)-1-cyano-2-(4-(3-methyl-2-oxo-2,3-dihydrobenzo[d]oxazol-5-yl)phenyl)ethyl)-1,4-oxazepan-7-carboxamide C(#N)[C@H](CC1=CC=C(C=C1)C=1C=CC2=C(N(C(O2)=O)C)C1)NC(=O)C1CCNCCO1